Cl.C(C)C1(OB(OC1(CC)CC)C1=CC=C(C=C1)COC1=CC(N(C=C1)C1=CC=2C=C3N(C2C=C1)CCNCC3)=O)CC 4-{[4-(4,4,5,5-Tetraethyl-1,3,2-dioxaborolan-2-yl)phenyl]methoxy}-1-(2,3,4,5-tetrahydro-1H-[1,4]diazepino[1,7-a]indol-9-yl)pyridin-2(1H)-one hydrochloride salt